4-(4-(trifluoromethyl)phenyl)pent-1-en-3-one FC(C1=CC=C(C=C1)C(C(C=C)=O)C)(F)F